myristyl phosphate P(=O)(OCCCCCCCCCCCCCC)([O-])[O-]